ClC1=C(C=CC=C1)S(=O)(=O)N=C(SC)SC Dimethyl ((2-chlorophenyl)sulfonyl)carbonimidodithioate